C1(=CC=CC=C1)[C@](N)(C)C(=O)O L-2-phenylalanine